C1(CC1)C(=O)C1=CC(=C(COC2=CC=CC(=N2)C2CCN(CC2)CC2=NC3=C(N2C[C@H]2OCC2)C=C(C=C3)C(=O)O)C=C1)F (S)-2-((4-(6-((4-(cyclopropanecarbonyl)-2-fluorobenzyl)oxy)pyridin-2-yl)piperidin-1-yl)methyl)-1-(oxetan-2-ylmethyl)-1H-benzo[d]imidazole-6-carboxylic acid